CC=1C=C(C=C(C1)C)C1CCC2(CN(C2)C(=O)C2CC(C2)(C)O)CC1 (7-(3,5-Dimethylphenyl)-2-azaspiro[3.5]nonan-2-yl)((1s,3s)-3-hydroxy-3-methylcyclobutyl)methanone